1-{4-[7-(aminocarbonyl)-5-fluoro-2H-indazole-2-yl]-2-fluorobenzyl}-4-methylpiperazine NC(=O)C1=CC(=CC2=CN(N=C12)C1=CC(=C(CN2CCN(CC2)C)C=C1)F)F